FC(C1=NC(=C(C(=O)N)C=C1)O)F 6-(difluoromethyl)-2-hydroxyNicotinamide